(4-methoxy-4-methylpiperidin-1-yl)-2-oxo-6-vinyl-1,2-dihydro-1,7-naphthyridine-3-carbonitrile COC1(CCN(CC1)N1C(C(=CC2=CC(=NC=C12)C=C)C#N)=O)C